(R)-1-((2-(4'-Fluoro-2'-(4-methyl-4H-1,2,4-triazol-3-yl)-[1,1'-biphenyl]-3-yl)-7-(trifluoromethyl)benzo[d]oxazol-5-yl)methyl)pyrrolidine-3-carbonitrile FC1=CC(=C(C=C1)C1=CC(=CC=C1)C=1OC2=C(N1)C=C(C=C2C(F)(F)F)CN2C[C@@H](CC2)C#N)C2=NN=CN2C